3-aminoheptane-4-ol NC(CC)C(CCC)O